rac-6-Phenyl-3-((7-((3R,4R)-4-phenyltetrahydrothiophene-3-carbonyl)-7-azaspiro[4.5]decan-10-yl)methyl)pyrimidin-4(3H)-one C1(=CC=CC=C1)C1=CC(N(C=N1)C[C@@H]1CCN(CC12CCCC2)C(=O)[C@@H]2CSC[C@H]2C2=CC=CC=C2)=O |&1:13|